3,4,5,6-tetrahydro-2H-azepine N=1CCCCCC1